lithio 2-(5-{2-[1-(2-amino-6-bromo-1,3-benzodiazol-1-yl)-3-azabicyclo[3.2.2]nonan-3-yl] ethoxy}-1-methylpyrazol-4-yl)-6-methylpyridine-4-carboxylate NC1=NC2=C(N1C13CN(CC(CC1)CC3)CCOC3=C(C=NN3C)C3=NC(=CC(=C3)C(=O)O[Li])C)C=C(C=C2)Br